O=C1N(C(C=C1)=O)C1CCNCC1 4-(2,5-dioxo-2,5-dihydro-1H-pyrrol-1-yl)piperidine